1H-benzoimidazole-5-carboxylic acid dimethylcarbamoylmethyl-amide CN(C(=O)CNC(=O)C1=CC2=C(NC=N2)C=C1)C